tert-butyl 2-[3-[2-(dimethylamino)ethyl]benzothiophen-5-yl]-5-methyl-piperidine-1-carboxylate CN(CCC1=CSC2=C1C=C(C=C2)C2N(CC(CC2)C)C(=O)OC(C)(C)C)C